ClC=1C=C(C=CC1F)NC1=NC=NC2=CC(=C(C=C12)OCCCN1CCN(CC1)CC1=C(C=NC=C1)N1C(NC(CC1)=O)=O)OC 1-(4-((4-(3-((4-((3-chloro-4-fluorophenyl)amino)-7-methoxyquinazolin-6-yl)oxy)propyl)piperazin-1-yl)methyl)pyridin-3-yl)dihydropyrimidine-2,4(1H,3H)-dione